(R)-N-(3-(1-((2-amino-5-chloropyridin-3-yl)oxy)ethyl)-4-fluorophenyl)-3-(methylsulfonyl)benzamide NC1=NC=C(C=C1O[C@H](C)C=1C=C(C=CC1F)NC(C1=CC(=CC=C1)S(=O)(=O)C)=O)Cl